N(=C=O)C1=C(C)C(=CC=C1)N=C=O 2,6-diisocyanato-Toluene